4-(6-chloro-4-(6,6-difluoro-1,4-diazepan-1-yl)-8-fluoro-2-(((S)-1-methylpyrrolidin-2-yl)methoxy)quinazolin-7-yl)benzo[d]thiazole ClC=1C=C2C(=NC(=NC2=C(C1C1=CC=CC2=C1N=CS2)F)OC[C@H]2N(CCC2)C)N2CCNCC(C2)(F)F